[Ru].ClP(C(C=C(C)C)P(C1CCCC1)(C1CCCC1)(C1CCCC1)Cl)(C1CCCC1)(C1CCCC1)C1CCCC1 dichloro(3-methyl-2-butenylidene)bis(tricyclopentyl-phosphine) ruthenium